C(C1=CC=CC=C1)OC1=NC(=CC=C1C1=CC=C(C=C1)N1CCN(CC1)C(=O)OC(C)(C)C)OCC1=CC=CC=C1 tert-butyl 4-[4-(2,6-dibenzyloxy-3-pyridyl)phenyl]piperazine-1-carboxylate